N-[(4-benzoylbenzyl)]maleic acid monoamide C(C1=CC=CC=C1)(=O)C1=CC=C(CNC(\C=C/C(=O)O)=O)C=C1